N-(4-{[6-(5-chloro-2-fluorophenyl)-3-[(2-hydroxyethyl)sulfanyl]pyridazin-4-yl]amino}pyridin-2-yl)-3-(4-methylpiperazin-1-yl)propanamide ClC=1C=CC(=C(C1)C1=CC(=C(N=N1)SCCO)NC1=CC(=NC=C1)NC(CCN1CCN(CC1)C)=O)F